OC1=C2C(=C(CC2=CC=C1)C)CO (1S,3R,4S)-4-hydroxy-3-(hydroxymethyl)-2-methylindene